C(C)(=O)N1CCC(=CC1)C=1C=NC=2CCN(CC2C1)C=1C(=CC=2N(N1)C(C=CN2)=O)C 7-(3-(1-acetyl-1,2,3,6-tetrahydropyridin-4-yl)-7,8-dihydro-1,6-naphthyridin-6(5H)-yl)-8-methyl-4H-pyrimido[1,2-b]pyridazin-4-one